(benzyloxy)-6-chloro-2-methoxy-3-[3-(pyrrolidin-1-yl)propoxy]-7,8,9,10-tetrahydrophenanthridine C(C1=CC=CC=C1)OC1=C(C(=CC2=NC(=C3CCCCC3=C12)Cl)OCCCN1CCCC1)OC